N-methyl-N-propyl-toluidine CN(C=1C(=CC=CC1)C)CCC